N-hydroxy-4-((4-((((1S,2R)-2-phenylcyclopropyl)amino)methyl)piperidin-1-yl)methyl)benzamide ONC(C1=CC=C(C=C1)CN1CCC(CC1)CN[C@@H]1[C@H](C1)C1=CC=CC=C1)=O